FC=1C=C2C(=CNC2=CC1)CCNC(C)CC N-(2-(5-fluoro-1H-indol-3-yl)ethyl)butan-2-amine